C(C1=CC=CC=C1)NC(C1=C(C=C(C(=C1)S(=O)(=O)N)Cl)NCC=1OC=CC1)=O N-Benzyl-5-aminosulfonyl-4-chloro-2-[(furanylmethyl)amino]benzamide